FC(C(=O)O)(F)F.N[C@@H](C[C@H]1C(NCCC1)=O)C(C(N1CC2(COC2)C1)=O)O (3S)-3-((2S)-2-amino-3-hydroxy-4-oxo-4-(2-oxa-6-azaspiro[3.3]heptan-6-yl)butyl)piperidin-2-one trifluoroacetic acid salt